Dimethyl 4-hydroxypyridine-2,6-dicarboxylate OC1=CC(=NC(=C1)C(=O)OC)C(=O)OC